BrC1=C(C=C(C(=C1F)C(C)(C)C)F)O 2-bromo-4-tertiary butyl-3,5-difluorophenol